FC(C(CC(=O)N[C@@H](C)C1=CC(=CC=C1)OC(F)(F)F)(C(F)(F)F)O)(F)F 4,4,4-Trifluoro-3-hydroxy-N-[(1S)-1-[3-(trifluoro-methoxy)phenyl]ethyl]-3-(trifluoromethyl)butanamide